N-(5-((4-(1H-indol-3-yl)-5-(trifluoromethyl)pyrimidin-2-yl)amino)-2-((2-(dimethylamino)ethyl)(methyl)amino)phenyl)propionamide N1C=C(C2=CC=CC=C12)C1=NC(=NC=C1C(F)(F)F)NC=1C=CC(=C(C1)NC(CC)=O)N(C)CCN(C)C